CC1=C(C=NC=2OCCNC21)NC2=C(C(NC=C2)=O)C(=O)NC2=CC=C(C=C2)C2=NC=CC=C2 4-((8-methyl-2,3-dihydro-1H-pyrido[2,3-b][1,4]oxazin-7-yl)amino)-2-oxo-N-(4-(pyridin-2-yl)phenyl)-1,2-dihydropyridine-3-carboxamide